C(CCCCCCC)OC1=CC=C(N)C=C1 4-(octyloxy)aniline